C(C)(C)(C)OC(=O)N[C@H](C(=O)N1[C@@H]([C@H]2C([C@H]2C1)(C)C)C(=O)O)[C@@H](CC)C (1R,2S,5S)-3-[(2S,3R)-2-(tert-butoxycarbonylamino)-3-methyl-pentanoyl]-6,6-dimethyl-3-azabicyclo[3.1.0]hexane-2-carboxylic acid